N-(3,4-dichlorophenyl)-N-methyl-2-(methyl((6-methyl-4-oxo-3,4-dihydrothieno[3,2-d]pyrimidin-2-yl)methyl)amino)acetamide ClC=1C=C(C=CC1Cl)N(C(CN(CC=1NC(C2=C(N1)C=C(S2)C)=O)C)=O)C